boron carbon compound with carbon [C].[C].[B]